Cl.OCC([C@H](C[C@H]1C(NCC1)=O)NC(=O)C1NCC2C1CCC2)=O N-((S)-4-hydroxy-3-oxo-1-((S)-2-oxopyrrolidin-3-yl)butan-2-yl)octahydrocyclopenta[c]pyrrole-1-carboxamide hydrochloride